(2S)-1-[(2S)-2-[(tert-butoxycarbonyl)amino]-2-cyclohexylacetyl]pyrrolidine-2-carboxylic acid C(C)(C)(C)OC(=O)N[C@H](C(=O)N1[C@@H](CCC1)C(=O)O)C1CCCCC1